O=C1NC(CCC1N1C(N(C2=C1C=CC=C2C#CCOCCCNC(OC(C)(C)C)=O)C)=O)=O tert-butyl (3-((3-(1-(2,6-dioxopiperidin-3-yl)-3-methyl-2-oxo-2,3-dihydro-1H-benzo[d]imidazol-4-yl)prop-2-yn-1-yl)oxy)propyl)carbamate